ethyl 5-(benzyloxy)-7-methoxy-1-oxo-2,3-dihydro-1H-indene-2-carboxylate C(C1=CC=CC=C1)OC=1C=C2CC(C(C2=C(C1)OC)=O)C(=O)OCC